C(C)(C)N1N=C(C2=NC(=CC(=C21)NCC=2C=NN(C2)C)C2=NC=NN2C)C 1-isopropyl-3-methyl-5-(1-methyl-1H-1,2,4-triazol-5-yl)-N-((1-methyl-1H-pyrazol-4-yl)methyl)-1H-pyrazolo[4,3-b]pyridin-7-amine